2-(2,4-dioxotetrahydropyrimidin-1(2H)-yl)-5-((3-(trifluoromethyl)-5,6-dihydro-[1,2,4]triazolo[4,3-a]pyrazine-7(8H)-yl)methyl)isoindoline-1,3-dione O=C1N(CCC(N1)=O)N1C(C2=CC=C(C=C2C1=O)CN1CC=2N(CC1)C(=NN2)C(F)(F)F)=O